NC(=O)OCC.[Si] silicon urethane